C(C=C)(=O)N1C[C@@H](N(CC1)C1=NC(N2C3=C(C(=C(C=C13)Cl)C1=C(C=CC(=C1)O)F)SCC2)=O)C 7-((S)-4-acryloyl-2-methylpiperazin-1-yl)-9-chloro-10-(2-fluoro-5-hydroxyphenyl)-2,3-dihydro-5H-[1,4]thiazino[2,3,4-ij]quinazolin-5-one